5-((2-(2,2-difluoroethoxy)-5-fluorobenzyl)amino)-N-methyl-1H-indazole-3-carboxamide FC(COC1=C(CNC=2C=C3C(=NNC3=CC2)C(=O)NC)C=C(C=C1)F)F